[Se](=O)(=O)([O-])[O-].[Mg+2] Magnesium Selenate